7-bromo-4-chloro-5-fluoro-8-methyl-quinazoline BrC1=CC(=C2C(=NC=NC2=C1C)Cl)F